(7R,14R)-1-(difluoromethoxy)-6-(methyl-d3)-11-(pyrimidin-5-ylethynyl)-6,7-dihydro-7,14-methanobenzo[f]benzo[4,5]imidazo[1,2-a][1,4]diazocin-5(14H)-one FC(OC1=CC=CC=2C(N([C@H]3C=4N([C@@H](C21)C3)C3=C(N4)C=CC(=C3)C#CC=3C=NC=NC3)C([2H])([2H])[2H])=O)F